3-(benzylsulfanyl)furan C(C1=CC=CC=C1)SC1=COC=C1